C(#N)C=1C(=NN2C1N=C(C=C2)C(=O)NCC(C)(C)O)C2=CC(=CC=C2)C#N 3-Cyano-2-(3-cyanophenyl)-N-(2-hydroxy-2-methyl-propyl)pyrazolo[1,5-a]pyrimidine-5-carboxamide